C(C)(C)(C)OC(=O)NC(C(=O)OC)=C1CCC(CC1)F Methyl 2-((tert-butoxycarbonyl)amino)-2-(4-fluorocyclohexylidene)acetate